6,6-dimethyl-2-((1-(methylsulfonyl)piperidin-4-yl)amino)-8-phenyl-5,8-dihydropyrido[2,3-d]pyrimidin-7(6H)-one CC1(CC2=C(N=C(N=C2)NC2CCN(CC2)S(=O)(=O)C)N(C1=O)C1=CC=CC=C1)C